Cl.CCCCCC=1C(=NC=CC1)C(=O)NC1=NNC=C1 3-5-pentyl-N-(1H-pyrazol-3-yl)picolinamide hydrogen chloride